C(CCCCCCCCCCC)OC(CCSCC(C(=O)[O-])C(CCCCCCCCCCCCCCCCC)=O)=O laurylstearoyl-3,3'-thiodipropionate